BrC1=CN=C(C(=N1)O)OC1CNCC1 6-bromo-3-(pyrrolidin-3-yloxy)pyrazin-2-ol